IC(I)OC(CCCN(C)C)=O 4-dimethylaminobutyric acid diiodomethyl ester